1H-indole-5-carbaldehyde N1C=CC2=CC(=CC=C12)C=O